BrC1=CC=C2C(=NC(=NC2=C1F)OC[C@]12CCCN2C[C@@H](C1)F)N1C[C@@H](CCC1)C (R)-1-(7-bromo-8-fluoro-2-(((2R,7aS)-2-fluorotetrahydro-1H-pyrrolizin-7a(5H)-yl)methoxy)quinazolin-4-yl)-3-methylpiperidin